C[C@@H]1N(CCOC1)C1=CC=C2C(=N1)NC=C2 (S)-3-Methyl-4-(1H-pyrrolo[2,3-b]pyridin-6-yl)-morpholine